Pyrrolo[3,4-d]Pyrimidine-2-carboxylic acid N1C(=NC=C2C1=CN=C2)C(=O)O